C1(CCC1)C=1N=CC2=C(N1)NC=C2C2=CC=1N(C=C2)N=CC1C=1C=NN(C1)C 2-cyclobutyl-5-(3-(1-methyl-1H-pyrazol-4-yl)pyrazolo[1,5-a]pyridin-5-yl)-7H-pyrrolo[2,3-d]pyrimidine